Cl.NC[C@H](C1=CC(=CC=C1)Cl)NC(=O)C=1N=CN(C1)C1=NC(=NC=C1C)NC1CC(C1)(F)F (S)-N-(2-amino-1-(3-chlorophenyl)ethyl)-1-(2-((3,3-difluorocyclobutyl)amino)-5-methylpyrimidin-4-yl)-1H-imidazole-4-carboxamide hydrochloride